(1S,2S)-2-(3-chlorophenyl)-N-(6-(((6-cyclopropyl-8-(2-oxoimidazolidin-1-yl)imidazo[1,2-a]pyridin-2-yl)methyl)amino)pyrimidin-4-yl)cyclopropane-1-carboxamide ClC=1C=C(C=CC1)[C@@H]1[C@H](C1)C(=O)NC1=NC=NC(=C1)NCC=1N=C2N(C=C(C=C2N2C(NCC2)=O)C2CC2)C1